3-((4-morpholino-1,2,5-thiadiazol-3-yl)oxy)propan-2-ol O1CCN(CC1)C=1C(=NSN1)OCC(C)O